Rac-ethyl 4-(7-oxo-2-phenyl-4,7-dihydro-[1,2,4]triazolo[1,5-a]pyrimidin-5-yl)butanoate O=C1C=C(NC=2N1N=C(N2)C2=CC=CC=C2)CCCC(=O)OCC